ClC=1C=C2C3=C(C(N(C2=NC1C1=C(C=CC=C1OC)F)C=1C(=NC=CC1C)C(C)C)=O)N=C1N3CCNC1 2-chloro-3-(2-fluoro-6-methoxyphenyl)-5-(2-isopropyl-4-methylpyridin-3-yl)-8,9,10,11-tetrahydropyrazino[1',2':1,2]Imidazo[4,5-c][1,8]Naphthyridin-6(5H)-one